C[C@H]1N(CCC(C1)=O)C(=O)OC(C)(C)C (R)-tert-butyl 2-methyl-4-oxopiperidine-1-carboxylate